CNC(=S)N/N=C/C=CC1=CC=CC=C1 (2E)-N-methyl-2-(3-phenylallylidene)hydrazine-1-carbothioamide